2-(2-chloro-6-fluorophenyl)-N-{3-sulfamoyl-4-[5-(trifluoromethyl)pyridin-3-yl]phenyl}acetamide ClC1=C(C(=CC=C1)F)CC(=O)NC1=CC(=C(C=C1)C=1C=NC=C(C1)C(F)(F)F)S(N)(=O)=O